CN1C(=NN=C1)N1CCN(CC1)C=1C=CC(=NC1)NC1=CC2=C(OC[C@H]3N2C(CC3)=O)N=C1 (S)-2-((5-(4-(4-methyl-4H-1,2,4-triazol-3-yl)-piperazin-1-yl)pyridin-2-yl)amino)-6,6a,7,8-tetrahydro-9H-pyrido[2,3-b]pyrrolo[1,2-d][1,4]oxazin-9-one